O1C=CC2=C1C=CC(=C2)S(=O)(=O)N2CC1=C(C2)CN(C1)C(=O)N[C@@H](C)C(C)C 5-(1-Benzofuran-5-sulfonyl)-N-[(2S)-3-methylbutan-2-yl]-1H,2H,3H,4H,5H,6H-pyrrolo[3,4-c]pyrrole-2-carboxamide